N-[3-chloro-4-[4-(piperidine-4-carbonyl)piperazine-1-carbonyl]phenyl]-5-[1-(5-methoxypyrimidin-2-yl)-3-(trifluoromethyl)pyrazol-4-yl]-1-methyl-imidazole-2-carboxamide ClC=1C=C(C=CC1C(=O)N1CCN(CC1)C(=O)C1CCNCC1)NC(=O)C=1N(C(=CN1)C=1C(=NN(C1)C1=NC=C(C=N1)OC)C(F)(F)F)C